2-Chloro-5-cyano-4-((furan-2-ylmethyl)amino)-N-methylbenzenesulfonamide ClC1=C(C=C(C(=C1)NCC=1OC=CC1)C#N)S(=O)(=O)NC